Benzyl ((S)-1-(((S)-1-(((S,E)-5-amino-4-cyano-5-oxo-1-((S)-2-oxopiperidin-3-yl)pent-3-en-2-yl)amino)-4-methyl-1-oxopentan-2-yl)amino)-3-(naphthalen-1-yl)-1-oxopropan-2-yl)carbamate NC(/C(=C/[C@H](C[C@H]1C(NCCC1)=O)NC([C@H](CC(C)C)NC([C@H](CC1=CC=CC2=CC=CC=C12)NC(OCC1=CC=CC=C1)=O)=O)=O)/C#N)=O